methylethylether COCC